3-hydroxy-3-((trimethylsilyl)ethynyl)thietane 1,1-dioxide OC1(CS(C1)(=O)=O)C#C[Si](C)(C)C